FC1=CC=C(C=C1)N1C(C(=CC=C1)C(=O)N)=O (4-fluorophenyl)-2-oxo-1,2-dihydropyridine-3-carboxamide